COC1=C2C(=CNC2=CC=C1)C=O 4-METHOXYINDOLE-3-CARBOXALDEHYDE